1-(5-(4-amino-7-cyclopropyl-7H-pyrrolo[2,3-d]pyrimidin-5-yl)imidazo[1,2-a]pyrazin-8-yl)-3-(4-((4-methylpiperazin-1-yl)methyl)-3-(trifluorometh-yl)phenyl)urea NC=1C2=C(N=CN1)N(C=C2C2=CN=C(C=1N2C=CN1)NC(=O)NC1=CC(=C(C=C1)CN1CCN(CC1)C)C(F)(F)F)C1CC1